4,4'-diphenyl-2,2'-bipyridyl C1(=CC=CC=C1)C1=CC(=NC=C1)C1=NC=CC(=C1)C1=CC=CC=C1